NC=1N=C(SC1C(C1=CC=CC=C1)=O)N(C1=CC=CC=C1)C(C(=O)N)C (N-(4-amino-5-benzoyl-thiazol-2-yl)anilino)propanamide